BrC1=C(C(=O)OC)C=CC(=C1)NC1=NN(C=C1C(N)=O)[C@@H]1COCC[C@H]1C#N methyl 2-bromo-4-((4-carbamoyl-1-(trans-4-cyanotetrahydro-2H-pyran-3-yl)-1H-pyrazol-3-yl)amino)benzoate